C[C@@H]1N(C[C@H]1C(=O)NNC(NC)=S)C(=O)OC(C)(C)C |r| trans-rac-tert-butyl 2-methyl-3-(2-(methylcarbamothioyl)hydrazine-1-carbonyl)azetidine-1-carboxylate